hexyltributyl-phosphine chloride [Cl-].C(CCCCC)C(CCC)P(CCCC)CCCC